(1'R,2'R)-3,5-dichloro-5'-methyl-4-pentyl-2'-(prop-1-en-2-yl)-1',2',3',4'-tetrahydro-[1,1'-biphenyl]-2,6-Diol ClC1=C(C(=C(C(=C1CCCCC)Cl)O)[C@H]1[C@@H](CCC(=C1)C)C(=C)C)O